tert-Butyl 4-(4-(((S)-1-((1S,2R,4R)-2-acetamido-4-(tert-butylamino) cyclohexyl)-2-oxopyrrolidin-3-yl)amino)-6-(trifluoromethyl)quinazolin-2-yl)piperidine-1-carboxylate C(C)(=O)N[C@H]1[C@H](CC[C@H](C1)NC(C)(C)C)N1C([C@H](CC1)NC1=NC(=NC2=CC=C(C=C12)C(F)(F)F)C1CCN(CC1)C(=O)OC(C)(C)C)=O